(2,5-dimethyl-4-{3-[(pentafluoroethyl)sulfanyl]phenoxy}phenyl)-N-ethyl-N-methylformamidine CC1=C(C=C(C(=C1)OC1=CC(=CC=C1)SC(C(F)(F)F)(F)F)C)C(=N)N(C)CC